FC(C1C=2C=CC=NC2CCN1)F 5-(difluoromethyl)-5,6,7,8-tetrahydro-1,6-naphthyridine